C(#N)C(CCC(=S)O)(C)C(=S)CCC 4-cyano-4-(propylthiocarbonyl)thiopentanoic acid